tert-butyl 4-[3-[5-carbamoyl-3-nitro-2-[[(E)-4-(2-nitroanilino)but-2-enyl] amino]phenoxy]propyl]piperazine-1-carboxylate C(N)(=O)C=1C=C(C(=C(OCCCN2CCN(CC2)C(=O)OC(C)(C)C)C1)NC\C=C\CNC1=C(C=CC=C1)[N+](=O)[O-])[N+](=O)[O-]